ClC1=CC=C(C=C1)N1CCN(CC1)CC[C@@H]1OC(C2(C1)CCN(CC2)S(=O)(=O)C)=O (R)-3-(2-(4-(4-chlorophenyl)piperazin-1-yl)ethyl)-8-(methylsulfonyl)-2-oxa-8-azaspiro[4.5]decan-1-one